CC1=CC=C(C=C1)S(=O)(=O)O.CC1=CC=C(C=C1)S(=O)(=O)O.FC=1C=C(C#N)C=CC1CSC1=C(C=CC(=N1)C=1CCNCC1)F 3-Fluoro-4-(((5-fluoro-1',2',3',6'-tetrahydro-[2,4'-bipyridyl]-6-yl)thio)methyl)benzonitrile di-p-toluenesulfonate